[Na].OC(CC)(S(=O)(=O)O)O dihydroxypropanesulfonic acid sodium